C(CC\C=C/CCCCC)C(C(CCC\C=C/CCCCC)OC(CCCCN(C)C)=O)CCC\C=C/CCCCC 5-(dimethylamino)pentanoic acid [(6Z,16Z)-12-[(Z)-dec-4-enyl] docosa-6,16-dien-11-yl] ester